NC1=NC=2C=CC(=CC2C2=C1C=NN2C)C(=O)N(CC2=NC=C(C=C2)Br)OCC2=CC=CC=C2 4-amino-N-(benzyloxy)-N-((5-bromopyridin-2-yl)methyl)-1-methyl-1H-pyrazolo[4,3-c]quinoline-8-carboxamide